C(C)(C)(C)OC(=O)N1C[C@H]([C@@H](C1)F)N1N=C(C=C1C(C)(C)C)N=C=S trans-tert-butyl-3-(5-(tert-butyl)-3-isothiocyanato-1H-pyrazol-1-yl)-4-fluoropyrrolidine-1-carboxylate